O1C2=C(OCC1)C=C(C=C2)NC(\C=C\C2=C(C=C(C=C2)N(C)C)OCC(C)C)=O (E)-N-(2,3-dihydrobenzo[b][1,4]dioxin-6-yl)-3-(4-(dimethylamino)-2-isobutoxyphenyl)acrylamide